(7S,7aS)-7-(3,4-methylenedioxyphenyl)-1-toluenesulfonyl-2,3,5,6,7,7a-hexahydro-1H-indole C1OC=2C=C(C=CC2O1)[C@@H]1CCC=C2CCN([C@@H]12)S(=O)(=O)CC1=CC=CC=C1